(2-indenyl)-(1-indenyl)-methane lithium salt [Li].C1C(=CC2=CC=CC=C12)CC1C=CC2=CC=CC=C12